((1R,2S)-2-fluorocyclopropyl)-methyl (4-cyclobutyl-3-(3,3-difluorocyclobutyl)-1-methyl-1H-pyrazol-5-yl)carbamate C1(CCC1)C=1C(=NN(C1NC(OC[C@@H]1[C@H](C1)F)=O)C)C1CC(C1)(F)F